2-(4-(5-((4-((4-(acetamidomethyl)piperidin-1-yl) methyl)-6-(3,5-dichlorophenyl) pyridin-2-yl)oxy)pyridin-2-yl) piperazin-1-yl)ethylcarbamate C(C)(=O)NCC1CCN(CC1)CC1=CC(=NC(=C1)C1=CC(=CC(=C1)Cl)Cl)OC=1C=CC(=NC1)N1CCN(CC1)CCNC([O-])=O